rac-(7S)-4,7-difluoro-7-isopropyl-N-[rac-(1R)-3-[2-(hydroxymethyl)-1-piperidyl]-1-(6-pyridazin-4-yl-3-pyridyl)propyl]-6,8-dihydro-5H-acridine-2-carboxamide FC1=CC(=CC2=CC=3C[C@@](CCC3N=C12)(C(C)C)F)C(=O)N[C@H](CCN1C(CCCC1)CO)C=1C=NC(=CC1)C1=CN=NC=C1 |r|